C1(CC1)C1=C(C(=NO1)C1=C(C=CC=C1Cl)Cl)COC1CCN(CC1)C1=CC=C(C=C1)N1C(NN=C(C1=O)C#N)=O 4-(4-(4-((5-cyclopropyl-3-(2,6-dichlorophenyl)isoxazol-4-yl)methoxy)piperidin-1-yl)phenyl)-3,5-dioxo-2,3,4,5-tetrahydro-1,2,4-triazine-6-carbonitrile